(2R)-N1-(5,5-difluorooctahydropentalen-2-yl)-5,5-difluorohexane-1,2-diamine FC1(CC2CC(CC2C1)NC[C@@H](CCC(C)(F)F)N)F